(4-hydroxyphenyl)-2-ethyl oxalate C(C(=O)[O-])(=O)OC(C)C1=CC=C(C=C1)O